C1(CC1)C1=CC(=C(OC=2C(=C(C=NC2)OC2=C(C(=NC=C2)NS(NC)(=O)=O)F)C)C=C1)F 4-[[5-(4-cyclopropyl-2-fluoro-phenoxy)-4-methyl-3-pyridyl]oxy]-3-fluoro-N-(methylsulfamoyl)pyridin-2-amine